3-(4-(3-(((S)-1-(((1r,4S)-4-(4-amino-3-(difluoromethyl)-1H-pyrazole-1-yl)cyclohexyl)methyl)pyrrolidin-3-yl)oxy)prop-1-yn-1-yl)-3-methyl-1H-indazol-1-yl)piperidine NC=1C(=NN(C1)C1CCC(CC1)CN1C[C@H](CC1)OCC#CC1=C2C(=NN(C2=CC=C1)C1CNCCC1)C)C(F)F